methyl (R)-2-(4-(6-((4-chloro-2-fluorobenzyl)oxy)pyridin-2-yl)benzyl)-1-((tetrahydrofuran-3-yl)methyl)-1H-benzo[d]imidazole-6-carboxylate ClC1=CC(=C(COC2=CC=CC(=N2)C2=CC=C(CC3=NC4=C(N3C[C@@H]3COCC3)C=C(C=C4)C(=O)OC)C=C2)C=C1)F